C1(=CC=CC=C1)C(C)(C)C1=CC=C(C=C1)NC1=CC=C(C=C1)C(C)(C)C1=CC=CC=C1 di(4-(2-phenylpropan-2-yl)phenyl)amine